BrC1=CC(=CC=2C=COC21)COC2=C(C=O)C=CC(=C2)C(F)(F)F 2-((7-bromobenzofuran-5-yl)methoxy)-4-(trifluoromethyl)benzaldehyde